NC1=NC=C(C=C1OC=1C=CC(=NC1)NCC=1C=NC(=CC1)C(F)(F)F)Cl 5-((2-amino-5-chloropyridin-3-yl)oxy)-N-((6-(trifluoromethyl)pyridin-3-yl)methyl)pyridin-2-amine